ClC1=C(N=C(NC1=O)C1=CC(=NC=C1)F)N1C[C@@H](CC1)C(=O)N (3R)-1-[5-chloro-2-(2-fluoro-4-pyridinyl)-6-oxo-1H-pyrimidin-4-yl]pyrrolidine-3-carboxamide